1-(6-chloro-3,4-dihydro-1H-pyrano[3,4-c]pyridin-8-yl)-N,N-dimethylamine ClC=1C=C2C(=C(N1)CNC)COCC2